C(#N)C1=NC2=CC(=CC(=C2N=C1N1CC(N(CC1)C1=CC=C(C=C1)C#N)C)[C@@H](C)NC1=C(C(=O)O)C=CC=C1)C 2-(((1R)-1-(2-cyano-3-(4-(4-cyano-phenyl)-3-methylpiperazin-1-yl)-7-methylquinoxalin-5-yl)ethyl)amino)-benzoic acid